N=1C=CN2C1C=C(C=C2)NC(C(=O)N2[C@H](CC[C@@H](C2)C)C=2C=CC1=C(N=C(S1)C13CN(C(CC1)CC3)C)C2)=O N-(imidazo[1,2-a]pyridin-7-yl)-2-((2R,5S)-5-methyl-2-(2-(2-methyl-2-azabicyclo[2.2.2]octan-4-yl)benzo[d]thiazol-5-yl)piperidin-1-yl)-2-oxoacetamide